5-(1S,2R,5S)-2-isopropyl-5-methylcyclohexyl (1-(4-fluorobenzyl)indolin-5-yl)carbamate FC1=CC=C(CN2CCC3=CC(=CC=C23)NC(O[C@@H]2[C@H](CC[C@@H](C2)C)C(C)C)=O)C=C1